BrC1=CC=C(C=C1)C1N(CC1)S(=O)(=O)C1=CC=C(C)C=C1 2-(4-bromophenyl)-N-p-toluenesulfonyl-azetidine